(7S,14S)-11-[2-(2-hydroxypropan-2-yl)pyrimidin-5-yl]-7,14-dihydro-7,14-methanopyrido[1',2':1,2]imidazo[4,5-d][2]benzazocin-5(6H)-one OC(C)(C)C1=NC=C(C=N1)C=1C=CC=2N(C3=C([C@H]4NC(C5=C([C@@H]3C4)C=CC=C5)=O)N2)C1